4-acetyl-N-(3-cyanobenzyl)-1H-pyrrole-2-carboxamide C(C)(=O)C=1C=C(NC1)C(=O)NCC1=CC(=CC=C1)C#N